COC1=CC=C(C=C1)C(OC[C@@H]1[C@H]([C@H]([C@@H](O1)N1C=2N=C(NC(C2N=C1)=O)NC(C1=CC=CC=C1)=O)O)O)(C1=CC=CC=C1)C1=CC=C(C=C1)OC N-(9-((2R,3R,4S,5R)-5-((bis(4-methoxyphenyl)(phenyl)methoxy)methyl)-3,4-dihydroxytetrahydrofuran-2-yl)-6-oxo-6,9-dihydro-1H-purin-2-yl)benzamide